ClC=1C=CC(=NC1)C1OC2=C(C=CC=3CC=NC(C23)C)OC1 2-(5-Chloropyridin-2-yl)-10-methyl-2,3,7,10-tetrahydro-[1,4]dioxino[2,3-H]isoquinolin